[Si](C1=CC=CC=C1)(C1=CC=CC=C1)(C(C)(C)C)OCCS(=O)(=O)CC(CCC[C@](C(=O)OCC1=CC=CC=C1)(C)C1=CC(=CC=C1)C[C@@H](C(=O)OC)C)(C)C benzyl (R)-7-((2-((tert-butyldiphenylsilyl)oxy)ethyl)sulfonyl)-2-(3-((S)-3-methoxy-2-methyl-3-oxopropyl)phenyl)-2,6,6-trimethylheptanoate